C(C(C)(C)C)OC(C(C(C(=O)OCC(C)(C)C)CC(C)C)C(C)C)=O Dineopentyl-2-isopropyl-3-isobutylsuccinat